2-(5-bromo-7-methyl-1H-indol-4-yl)-2-(6-cyano-2H-indazol-2-yl)acetic acid BrC=1C(=C2C=CNC2=C(C1)C)C(C(=O)O)N1N=C2C=C(C=CC2=C1)C#N